2-bromo-6-(1,1-difluoroethyl)pyridine (2R,3S,4S)-4-hydroxy-2-[(4-methoxyphenyl)methyl]pyrrolidin-3-yl-N-{2-azabicyclo[2.1.1]hexan-4-ylmethyl}carbamate O[C@@H]1[C@H]([C@H](NC1)CC1=CC=C(C=C1)OC)N(C(O)=O)CC12CNC(C1)C2.BrC2=NC(=CC=C2)C(C)(F)F